OCCOC1=CC=C(C=C1)C(C(C)N1CCOCC1)=O 1-[4-(2-hydroxyethoxy)phenyl]2-morpholinopropan-1-one